OC1=NC(=CC(=C1)C)[N+](=O)[O-] 2-hydroxy-4-methyl-6-nitropyridine